O=C1C2(C3=NC=CC=C3N1)CCCCC2 2'-oxo-spiro[cyclohexane-1,3'-pyrrolo[3,2-b]pyridine]